C(C)(C)(C)OC(=O)N1CCC2(CCN(C2=O)C(C)(C)C)CC1 2-Tert-butyl-1-oxo-2,8-diazaspiro[4.5]decane-8-carboxylic acid tert-butyl ester